N[C@H]([C@@H](CN(S(=O)(=O)C1=CC=C(C=C1)OC)C[C@@H](C)O)O)CC1=CC=CC=C1 N-((2R,3S)-3-amino-2-hydroxy-4-phenylbutyl)-N-((R)-2-hydroxypropyl)-4-methoxybenzenesulphonamide